1-methyl-hexahydroazepin-4-one CN1CCC(CCC1)=O